ClC1=C(C=NN(C1=O)C)N[C@@H]1C[C@@H](CN(C1)C)C1=CC=C(C(=O)N2CCC3(CC2)CCN(CC3)C3=CC(=C(C=C3)C3C(NC(CC3)=O)=O)F)C=C1 3-[4-[3-[4-[(3R,5R)-5-[(5-chloro-1-methyl-6-oxo-pyridazin-4-yl)amino]-1-methyl-3-piperidyl]benzoyl]-3,9-diazaspiro[5.5]undecan-9-yl]-2-fluoro-phenyl]piperidine-2,6-dione